C(CCC)OC1=CC=C(C(=O)NC=2C=C3C(=CNC3=CC2)C=2CC3CCCCN3CC2)C=C1 5-(4-butoxybenzoyl)amino-3-(1,4,5,6,7,8,9-heptahydroquinolizin-2-yl)-1H-indole